2-methoxy-1-(2-(5-(trifluoromethyl)-1,2,4-oxadiazol-3-yl)-6,7-dihydrothieno[3,2-c]pyridin-5(4H)-yl)propan-1-one COC(C(=O)N1CC2=C(CC1)SC(=C2)C2=NOC(=N2)C(F)(F)F)C